N-(4-chlorophenyl)-2-(5-(5-(4,4,5,5-tetramethyl-1,3,2-dioxaborolan-2-yl)-1-(tritylamino)pentyl)-1H-tetrazol-1-yl)acetamide ClC1=CC=C(C=C1)NC(CN1N=NN=C1C(CCCCB1OC(C(O1)(C)C)(C)C)NC(C1=CC=CC=C1)(C1=CC=CC=C1)C1=CC=CC=C1)=O